2-Boc-2-azaspiro[3.5]non-6-ene-7-Boronic acid pinacol ester C(=O)(OC(C)(C)C)N1CC2(C1)CC=C(CC2)B2OC(C)(C)C(C)(C)O2